C(C=C)(=O)OCCCCCCCCCOC(C=C)=O 9-(acryloyloxy)nonyl acrylate